2,2,5-Trimethyl-1,3-dioxan-4,6-dion CC1(OC(C(C(O1)=O)C)=O)C